methyl 6-((4-((4-aminophenethyl)carbamoyl)phenyl)(16-((6-(methoxycarbonyl)pyridin-2-yl)methyl)-1,4,10,13-tetraoxa-7,16-diazacyclooctadecan-7-yl)methyl)picolinate NC1=CC=C(CCNC(=O)C2=CC=C(C=C2)C(C2=CC=CC(=N2)C(=O)OC)N2CCOCCOCCN(CCOCCOCC2)CC2=NC(=CC=C2)C(=O)OC)C=C1